(3S)-3-methyl-1,4-diazacycloheptane-1-carboxylic acid tert-butyl ester C(C)(C)(C)OC(=O)N1C[C@@H](NCCC1)C